1-(4-(2-methyl-4-nitrophenoxy)piperidin-1-yl)ethane-1-one CC1=C(OC2CCN(CC2)C(C)=O)C=CC(=C1)[N+](=O)[O-]